CN1CCNCCC1C(F)(F)F 1-methyl-7-(trifluoromethyl)-1,4-diazepane